(S)-6-(((1-(bicyclo[1.1.1]pentan-1-yl)-1H-1,2,3-triazol-4-yl)(quinolin-5-yl)methyl)amino)-4-((3,3,3-trifluoro-2,2-dimethylpropyl)amino)quinoline-3,8-dicarbonitrile C12(CC(C1)C2)N2N=NC(=C2)[C@H](C2=C1C=CC=NC1=CC=C2)NC=2C=C1C(=C(C=NC1=C(C2)C#N)C#N)NCC(C(F)(F)F)(C)C